ClC1=NC(=NC(=C1C)C)C 4-chloro-2,5,6-trimethylpyrimidine